(E)-3,5-difluoro-N-(3-(2-(pyridin-2-yl)vinyl)-1H-indazol-5-yl)benzenesulfonamide FC=1C=C(C=C(C1)F)S(=O)(=O)NC=1C=C2C(=NNC2=CC1)\C=C\C1=NC=CC=C1